OC1=CC=C(/C=C/C=2C=C(C=C(O)C2)O)C=C1 (E)-5-(p-hydroxystyryl)resorcinol